(S)-1-(2-(3-acetyl-5-(6-methylpyridin-3-yl)-1H-indazol-1-yl)acetyl)-N-(6-methylpyridin-2-yl)pyrrolidine-2-carboxamide C(C)(=O)C1=NN(C2=CC=C(C=C12)C=1C=NC(=CC1)C)CC(=O)N1[C@@H](CCC1)C(=O)NC1=NC(=CC=C1)C